NC(C(=O)O)CNC(=O)C1=CC2=NC=CC(=C2S1)C(F)(F)F 2-Amino-3-(7-(trifluoromethyl)thieno[3,2-b]pyridine-2-carboxamido)propanoic acid